Cl.[N+](=O)([O-])C1=C(N=C(S1)N)C(F)(F)F 5-nitro-4-(trifluoromethyl)thiazol-2-amine hydrochloride